2-(tert-butyl)-N-(2-methyl-4-(6-((2-methyl-2H-tetrazol-5-yl)amino)pyrimidin-4-yl)benzyl)thiazole-5-carboxamide C(C)(C)(C)C=1SC(=CN1)C(=O)NCC1=C(C=C(C=C1)C1=NC=NC(=C1)NC=1N=NN(N1)C)C